C(CCCCCCCCC)(=O)NC(CC=1SC(=CN1)C1=CC=C(C(=O)OC)C=C1)C(=O)NCCCCCC methyl 4-(2-(2-decanamido-3-(hexylamino)-3-oxopropyl)thiazol-5-yl)benzoate